C1(=CC(=CC=C1)C1=C(C(=NC(=C1C#N)NCCO)N)C#N)C1=CC=CC=C1 4-([1,1'-biphenyl]-3-yl)-2-amino-6-((2-hydroxyethyl)amino)pyridine-3,5-dinitrile